C(C)(C)(C)OC(=O)N1CCN(CC1)C=1C=CC(=NC1F)C(=O)O 5-(4-(tert-butoxycarbonyl)piperazin-1-yl)-6-fluoropicolinic acid